C(CCCCCCCC=C)OC(C#C)=O propiolic acid-9-decenyl ester